O[C@@H]1CO[C@H]2[C@@H]1OC[C@H]2OCCCNC2=CN=C(N(C2=O)CC(=O)OC)C2=CC=CC=C2 Methyl 2-(5-((3-(((3R,3aR,6R,6aR)-6-hydroxyhexahydrofuro[3,2-b]furan-3-yl)oxy)propyl)amino)-6-oxo-2-phenylpyrimidin-1(6H)-yl)acetate